N1=CC(=CC=C1)CCC(=O)O 3-(pyridin-3-yl)propanoic acid